N[C@@H](CC(C)C)C(=O)N[C@@H](CC1=CC=CC=C1)C(=O)N L-leucyl-L-phenylalaninamide